dimethoxy-2,5,5-trimethylhex-2-ene COC(C=C(C)C)(C(C)(C)C)OC